NC1=CC(=NC=C1)C1=NC=CC(=C1)N 4,4'-diaminobipyridyl